(S)-4-(2-((3-aminopyrrolidin-1-yl)methyl)-5-(3-fluorophenyl)-1-methyl-1H-pyrrolo[2,3-c]pyridin-4-yl)-2-fluorobenzonitrile N[C@@H]1CN(CC1)CC1=CC=2C(=CN=C(C2C2=CC(=C(C#N)C=C2)F)C2=CC(=CC=C2)F)N1C